(R)-5-((2-(2,3-dihydrobenzo[b][1,4]dioxin-6-yl)pyrrolidin-1-yl)methyl)-2-(1-methyl-1H-pyrazol-4-yl)pyridine O1C2=C(OCC1)C=C(C=C2)[C@@H]2N(CCC2)CC=2C=CC(=NC2)C=2C=NN(C2)C